carboxyl-cadmium telluride [Te-2].C(=O)(O)[Cd+2]